(S)-3-(3,5-Difluorophenyl)-2,7-dimethyl-4,5,6,7-tetrahydro-2H-pyrazolo[3,4-c]pyridine hydrochloride Cl.FC=1C=C(C=C(C1)F)C=1N(N=C2[C@@H](NCCC21)C)C